4-benzo[b]thiophen-4-yl-piperazine S1C2=C(C=C1)C(=CC=C2)N2CCNCC2